1-(7-chloro-2-(2,6-difluorophenyl)imidazo[2,1-f][1,2,4]triazin-4-yl)cyclohexane-1,4-diamine ClC1=CN=C2C(=NC(=NN21)C2=C(C=CC=C2F)F)C2(CCC(CC2)N)N